C1N(CCC2=CC=CC=C12)S(=O)(=O)N 3,4-dihydroisoquinoline-2(1H)-sulfonamide